imino-dimethyl-oxo-λ6-sulfane N=S(=O)(C)C